BrCC=1C=C(C=CC1)S(=O)(=O)NC1=NC(=CC(=N1)Cl)C1=C(C=CC=C1C)C 3-(Bromomethyl)-N-[4-chloro-6-(2,6-dimethylphenyl)pyrimidin-2-yl]benzenesulfonamide